((6-azaspiro[2.5]octan-4-yl)methyl)(methylsulfonyl)carbamic acid tert-butyl ester C(C)(C)(C)OC(N(S(=O)(=O)C)CC1C2(CC2)CCNC1)=O